N-[(5-fluorobenzofuran-4-yl)methyl]-1,5-dimethyl-4-[(7-methyl-1H-indazol-5-yl)sulfonyl]pyrrole-2-carboxamide FC=1C=CC2=C(C=CO2)C1CNC(=O)C=1N(C(=C(C1)S(=O)(=O)C=1C=C2C=NNC2=C(C1)C)C)C